2-(2,3-dihydrobenzo[b][1,4]dioxin-6-yl)-6-(4-((1-(hydroxymethyl)cyclopropyl)methylamino)piperidin-1-yl)benzonitrile O1C2=C(OCC1)C=C(C=C2)C2=C(C#N)C(=CC=C2)N2CCC(CC2)NCC2(CC2)CO